[Sc].[Dy] Dysprosium scandium